N-(7-chloro-6-(1-((3R,4R)-4-fluoro-3-methyltetrahydrofuran-3-yl)piperidin-4-yl)isoquinolin-3-yl)-3-oxabicyclo[4.1.0]heptane-7-carboxamide ClC1=C(C=C2C=C(N=CC2=C1)NC(=O)C1C2CCOCC12)C1CCN(CC1)[C@@]1(COC[C@@H]1F)C